(S)-7-((6-((dimethyl-amino)methyl)-5-(3-hydroxy-tetrahydro-furan-3-yl)pyridin-2-yl)amino)-4-(7-fluoro-imidazo[1,2-a]pyridin-3-yl)isoindolin-1-one CN(C)CC1=C(C=CC(=N1)NC=1C=CC(=C2CNC(C12)=O)C1=CN=C2N1C=CC(=C2)F)[C@@]2(COCC2)O